CON(C(=O)[C@H](CC(NC(C1=CC=CC=C1)(C1=CC=CC=C1)C1=CC=CC=C1)=O)NC(OC(C)(C)C)=O)C Tert-butyl N-[(1S)-1-[methoxy(methyl)carbamoyl]-3-oxo-3-(tritylamino)propyl]carbamate